1-[2-fluoro-4-(5-{2-[3-(trifluoromethoxy)phenyl]acetamido}-1,3,4-thiadiazol-2-yl)butyl]-N-{[6-(trifluoromethyl)pyridin-2-yl]methyl}-1H-1,2,3-triazole-4-carboxamide FC(CN1N=NC(=C1)C(=O)NCC1=NC(=CC=C1)C(F)(F)F)CCC=1SC(=NN1)NC(CC1=CC(=CC=C1)OC(F)(F)F)=O